5-Bromo-4-chloro-2,7-dimethyl-2-(4-(methylamino)cyclohexyl)-2,3-dihydrobenzofuran-6-carboxylic acid methyl ester COC(=O)C1=C(C2=C(CC(O2)(C2CCC(CC2)NC)C)C(=C1Br)Cl)C